N-(3-acrylamido-4-methoxyphenyl)-1-(4-fluorobenzyl)-7-methyl-5-(1H-pyrrole-2-carbonyl)-4,5,6,7-tetrahydro-1H-pyrazolo[4,3-c]pyridine-3-carboxamide C(C=C)(=O)NC=1C=C(C=CC1OC)NC(=O)C1=NN(C2=C1CN(CC2C)C(=O)C=2NC=CC2)CC2=CC=C(C=C2)F